4-[5-(4-chlorophenyl)-1-[2-(trifluoromethyl)-phenyl]pyrrol-2-yl]-N-[2-(dimethylamino)-ethyl]benzamide (+)-L-tartrate salt C(=O)(O)[C@H](O)[C@@H](O)C(=O)O.ClC1=CC=C(C=C1)C1=CC=C(N1C1=C(C=CC=C1)C(F)(F)F)C1=CC=C(C(=O)NCCN(C)C)C=C1